(2s,3s,4r,5r,6s)-2-((1,3-dioxoisoindolin-2-yl)oxy)-6-methyltetrahydro-2H-pyran O=C1N(C(C2=CC=CC=C12)=O)O[C@@H]1O[C@H](CCC1)C